(E)-Ethyl 3-(5-bromopyridin-2-yl)acrylate BrC=1C=CC(=NC1)/C=C/C(=O)OCC